OC(CNC(OC(C)(C)C)=O)C[C@@H](CNC(=O)C=1NC2=CC=CC=C2C1C1=CC=CC=C1)NC(OC(C)(C)C)=O di-tert-butyl ((4S)-2-hydroxy-5-(3-phenyl-1H-indole-2-carboxamido)pentane-1,4-diyl)dicarbamate